1-(benzofuran-5-ylmethyl)-3,5-dimethyl-1H-pyrazole O1C=CC2=C1C=CC(=C2)CN2N=C(C=C2C)C